5-[4-amino-5-(trifluoromethyl)pyrrolo[2,1-f][1,2,4]triazin-7-yl]-2-chloro-N-[(3R,4S)-4-fluoro-1-(3-fluorobenzoyl)pyrrolidin-3-yl]benzamide NC1=NC=NN2C1=C(C=C2C=2C=CC(=C(C(=O)N[C@@H]1CN(C[C@@H]1F)C(C1=CC(=CC=C1)F)=O)C2)Cl)C(F)(F)F